7,8-dihydro-[1,3]dioxolo[4,5-g]quinolin-6(5H)-one O1COC=2C1=CC=1CCC(NC1C2)=O